FC1(CN(C(C(O1)C)C([2H])([2H])NC1=NC=C(C=N1)C(F)(F)F)C(=O)[O-])F 2,2-difluoro-6-methyl-5-(((5-(trifluoromethyl)pyrimidin-2-yl)amino)methyl-d2)morpholine-4-carboxylate